heneicosyl phosphite P(OCCCCCCCCCCCCCCCCCCCCC)([O-])[O-]